BrC1=CC=CC2=C1NC(=N2)C(Cl)(Cl)Cl 7-bromo-2-(trichloromethyl)-1H-benzo[d]imidazole